CS(=O)(=O)N1N=CC(=C1)C=1C=C(C=C(C1)C=1C=NN(C1)S(=O)(=O)C)[C@@H](C)NC(C1=C(C=CC(=C1)OCCN(C)C)C)=O (R)-N-(1-(3,5-bis(1-(methylsulfonyl)-1H-pyrazol-4-yl)phenyl)ethyl)-5-(2-(dimethylamino)ethoxy)-2-methylbenzamide